C1(=CC=CC=C1)C1=C(C(=C(C(=C1)O)CCCCCCCCCCCC)C=1N=NNC1)C phenyltriazolyl-dodecyl-p-cresol